methyl 8-(3-(((tert-butyldimethylsilyl)oxy)methyl)cyclopentyl)-9-(4-((1-(3-fluoropropyl)azetidin-3-yl)methyl)phenyl)-6,7-dihydro-5H-benzo[7]annulene-3-carboxylate [Si](C)(C)(C(C)(C)C)OCC1CC(CC1)C=1CCCC2=C(C1C1=CC=C(C=C1)CC1CN(C1)CCCF)C=CC(=C2)C(=O)OC